C(C)(C)(C)N1C=C(C=2C1=NC(=CC2)C(=O)N2CCN(CCC2)C2=NC(=C(C(=O)OC)C(=C2)C)C)C2=CC(=C(C=C2)Cl)F methyl 6-(4-(1-(tert-butyl)-3-(4-chloro-3-fluorophenyl)-1H-pyrrolo[2,3-b]pyridine-6-carbonyl)-1,4-diazepan-1-yl)-2,4-dimethylnicotinate